C(C)(=O)OC1OC(C(C(C1OC(C)=O)OC(C)=O)OC(C)=O)COS(=O)(=O)C(F)(F)F 6-((((trifluoromethyl)sulfonyl)oxy)methyl)tetrahydro-2H-pyran-2,3,4,5-tetrayl tetraacetate